C(C)(C)(C)N1[C@H](C\C(\C1=O)=C/C#N)C 1-(tert-butyl)2-methyl-(S,E)-4-(cyanomethylene)-5-oxopyrrolidine